BrC1=CC=C2C3=C1C(N(C(C3=CC=C2)=O)C(CCCCCCCCCCC)CCCCCCCCCCC)=O 4-bromo-2-(tricosan-12-yl)-1H-benzo[de]isoquinoline-1,3(2H)-dione